4-(Difluoromethoxy)-2-((4-(6-((4-fluoro-2-methoxybenzyl)oxy)pyridin-2-yl)piperidin-1-yl)methyl)-1-methyl-1H-benzo[d]imidazole-6-carboxylic acid FC(OC1=CC(=CC=2N(C(=NC21)CN2CCC(CC2)C2=NC(=CC=C2)OCC2=C(C=C(C=C2)F)OC)C)C(=O)O)F